ClC=1C(=NC(=NC1)NC=1C(=CC(=C(C1)NC(C=C)=O)N(C)CCN(C)C)OC)NC1=C(C(=CC=C1)C(C)C)N(S(=O)(=O)C)C N-(5-((5-chloro-4-((3-isopropyl-2-(N-methylmethylsulfonamido)phenyl)amino)pyrimidin-2-yl)amino)-2-((2-(dimethylamino)ethyl)(methyl)amino)-4-methoxyphenyl)acrylamide